tert-butyl 2-((6-((3,4-dihydroisoquinolin-2(1H)-yl) methyl)-4-oxo-4H-pyran-3-yl) oxy)-6-azaspiro[3.4]octane-6-carboxylate C1N(CCC2=CC=CC=C12)CC1=CC(C(=CO1)OC1CC2(C1)CN(CC2)C(=O)OC(C)(C)C)=O